trimethylhexyl-acetone CC(C(=O)CCCCCCC)(C)C